N2-(3-(2,3-dihydro-1H-pyrrolo[3,4-c]pyridin-4-yl)-1,2,4-thiadiazol-5-yl)-N3,N3-dimethylpyridine-2,3-diamine C1NCC=2C(=NC=CC21)C2=NSC(=N2)NC2=NC=CC=C2N(C)C